OC1=C(N=NC=C1C)C#N hydroxy-5-methylpyridazine-3-carbonitrile